FC1=CC=C(C=N1)C=1C=CC(=C(C1)NC1=NC=NC2=CC(=C(C=C12)OC1CCN(CC1)C(C=C)=O)OC)OC 1-(4-((4-((5-(6-fluoropyridin-3-yl)-2-methoxyphenyl)amino)-7-methoxyquinazolin-6-yl)oxy)piperidin-1-yl)prop-2-en-1-one